5-((1S,3S)-2,2-dichloro-3-(3,5-dichlorophenyl)cyclopropane-1-carboxamido)-2-fluoro-N-(4-fluorophenyl)benzamide ClC1([C@@H]([C@H]1C1=CC(=CC(=C1)Cl)Cl)C(=O)NC=1C=CC(=C(C(=O)NC2=CC=C(C=C2)F)C1)F)Cl